hexaethylene glycol monomethacrylate C(C(=C)C)(=O)OCCOCCOCCOCCOCCOCCO